CC1CCC(S1)=O 5-Methyltetrahydrothiophen-2-on